3-dimethylaminoazetidine 2HCl salt Cl.Cl.CN(C1CNC1)C